methyl 5-((2-(2-(2-(2-aminoacetamido)acetamido)acetamido)ethyl)carbamoyl)-2-(2-(4-fluorophenyl)butanamido)-4-methylthiophene-3-carboxylate NCC(=O)NCC(=O)NCC(=O)NCCNC(=O)C1=C(C(=C(S1)NC(C(CC)C1=CC=C(C=C1)F)=O)C(=O)OC)C